2-{1-[2-(3-chloro-allyloxy)-propoxylimino]-propyl}-5-(2-ethylsulfanyl-propyl)-3-hydroxy-cyclohex-2-enone ClC=CCOC(CON=C(CC)C=1C(CC(CC1O)CC(C)SCC)=O)C